N-(6-amino-5-methyl-3-pyridyl)-2-[(2S,5R)-2-(1H-Indazol-5-yl)-5-methyl-1-piperidyl]-2-oxo-acetamide NC1=C(C=C(C=N1)NC(C(=O)N1[C@@H](CC[C@H](C1)C)C=1C=C2C=NNC2=CC1)=O)C